BrC1=CC2=C(C(OC2)=O)C=C1C=C 5-bromo-6-ethenyl-1,3-dihydro-2-benzofuran-1-one